Cl.O1C(CNCCC1)CO 1,4-oxazepan-2-ylmethanol hydrochloride